4-[(4-{4-[(E)-2-cyanoethenyl]-2,6-dimethylanilino}pyrimidin-2-yl)amino]benzonitrile hydrochloride Cl.C(#N)/C=C/C1=CC(=C(NC2=NC(=NC=C2)NC2=CC=C(C#N)C=C2)C(=C1)C)C